C(O[2H])([2H])([2H])[2H] methaneol-d4